COCO[C@H]1[C@H]2[C@@H]3CC[C@H]([C@@H](CCC(=O)[O-])C)[C@]3(CC[C@@H]2[C@]2(CC=C(C[C@H]2C1)O[Si](C)(C)C)C)C 7α-methoxymethoxyl-3-trimethylsilyloxy-5β-chol-2-eneoate